3,4-dimethoxy-4-hydroxytoluene COC1C=C(C)C=CC1(O)OC